di(m-cresyl) carbonate C(OC1=CC(=CC=C1)C)(OC1=CC(=CC=C1)C)=O